HEPTANAL-DIETHYL ACETAL C(C)OC(CCCCCC)OCC